(E)-2-Bromo-4-isopropyl-3,5-dimethoxy-1-styrylbenzene-4-d BrC1=C(C=C(C(C1OC)([2H])C(C)C)OC)\C=C\C1=CC=CC=C1